COC1=NC2=CC=CC=C2C=C1[N+](=O)[O-] 2-methoxy-3-nitroquinoline